(S)-2-(5-((S)-1-((((9H-fluoren-9-yl)methoxy)carbonyl)amino)-2-phenylethyl)-1H-tetrazol-1-yl)propanoic acid C1=CC=CC=2C3=CC=CC=C3C(C12)COC(=O)N[C@@H](CC1=CC=CC=C1)C1=NN=NN1[C@H](C(=O)O)C